(±)-7-chloro-2-(1-(3,3,3-trifluoropropyl)piperidin-3-yl)-[1,2,4]triazolo[1,5-c]quinazolin-5-amine ClC1=CC=CC=2C=3N(C(=NC12)N)N=C(N3)[C@H]3CN(CCC3)CCC(F)(F)F |r|